CC(C(C)NC1CC(CCC1)N)(C)C N-(3,3-dimethylbut-2-yl)cyclohexane-1,3-diamine